(2,3,5-trifluorophenyl)methyl-d2-amine FC1=C(C=C(C=C1F)F)C([2H])([2H])N